FC1=C(C=NN1)[C@H]1CN(C[C@H](O1)C)S(=O)(=O)C1=CC=C(C=C1)C (2S,6R)-2-(5-fluoro-1H-pyrazol-4-yl)-6-methyl-4-(p-tolylsulfonyl)morpholine